C(C#C)N1CC2=C(C3=C(C1)C=CC=C3)C=CC=C2 6-(prop-2-yn-1-yl)-6,7-dihydro-5H-dibenzo[c,e]azepine